isothiourea hemisulfate S(=O)(=O)(O)O.NC(S)=N.NC(S)=N